2-(azepan-1-yl)-4-((3,4,5-trimethoxyphenyl)amino)pyrimido[4,5-d]pyridazin-5(6H)-one N1(CCCCCC1)C=1N=C(C2=C(C=NNC2=O)N1)NC1=CC(=C(C(=C1)OC)OC)OC